C(CCCCCCCCCCC)C1=CC=C(C=C1)OB(O)O (4-dodecylphenyl)boric acid